1-(2-bromo-3,4-dimethylphenyl)thiourea BrC1=C(C=CC(=C1C)C)NC(=S)N